CN1N=C(C(=C1C)CCO)C 2-(1,3,5-trimethylpyrazol-4-yl)ethanol